1-{[(2S,3S)-3-methyl-5-oxopyrrolidin-2-yl]methoxy}-7-(propan-2-yloxy)isoquinoline-6-carboxamide C[C@@H]1[C@H](NC(C1)=O)COC1=NC=CC2=CC(=C(C=C12)OC(C)C)C(=O)N